(6aR,10aR)-3-butyl-1-hydroxy-6,6,9-trimethyl-6H,6aH,7H,8H,10aH-benzo[c]isochromene-2-carboxylic acid C(CCC)C=1C(=C(C2=C(OC([C@@H]3CCC(=C[C@@H]23)C)(C)C)C1)O)C(=O)O